(S)-4-((4-(3-chloro-5,6,7,8-tetrahydro-1,8-naphthyridin-2-yl)butyl)(2-methoxyethyl)amino)-2-((2-methylquinazolin-4-yl)amino)butanoic acid ClC=1C(=NC=2NCCCC2C1)CCCCN(CC[C@@H](C(=O)O)NC1=NC(=NC2=CC=CC=C12)C)CCOC